6-(4'-((cyclohexylamino)methyl)-2,3,5,6-tetrafluoro-[1,1'-biphenyl]-4-yl)-2-methyl-1H-benzo[d]imidazole-4-carboxylic acid C1(CCCCC1)NCC1=CC=C(C=C1)C1=C(C(=C(C(=C1F)F)C=1C=C(C2=C(NC(=N2)C)C1)C(=O)O)F)F